(R)-4-(3-(4-cyclopropylphenyl)-7-(3-(methylamino)piperidin-1-yl)-3H-imidazo[4,5-b]pyridin-2-yl)benzonitrile C1(CC1)C1=CC=C(C=C1)N1C(=NC=2C1=NC=CC2N2C[C@@H](CCC2)NC)C2=CC=C(C#N)C=C2